C(C)(C)(C)OC(=O)N\C(\C(=O)OC)=C/C=1C(NC2=CC=C(C=C2C1)OC)=O Methyl (Z)-2-((tert-butoxycarbonyl)amino)-3-(6-methoxy-2-oxo-1,2-dihydroquinolin-3-yl)acrylate